2-(6-azaspiro[2.5]oct-6-yl)-4-bromo-N-hydroxy-benzamidine C1CC12CCN(CC2)C2=C(C(=N)NO)C=CC(=C2)Br